benzyl 1-[4-(difluoromethyl)benzenesulfonyl]-1,2-dihydrospiro[indole-3,4'-piperidine]-1'-carboxylate FC(C1=CC=C(C=C1)S(=O)(=O)N1CC2(CCN(CC2)C(=O)OCC2=CC=CC=C2)C2=CC=CC=C12)F